FC1=C(N=CC2=C1N=C(N=C2N2C[C@H]1CC[C@@H](C2)N1C(=O)OC(C)(C)C)S(=O)(=O)C)C1=CC=CC2=CC=C(C(=C12)C#C[Si](C(C)C)(C(C)C)C(C)C)F tert-butyl (1R,5S)-3-(8-fluoro-7-(7-fluoro-8-((triisopropylsilyl)ethynyl)naphthalen-1-yl)-2-(methylsulfonyl)pyrido[4,3-d]pyrimidin-4-yl)-3,8-diazabicyclo[3.2.1]octane-8-carboxylate